[Na+].OC(CCC(=O)[O-])CCCCC 4-hydroxynonanoic acid sodium salt